BrC1=CC(=NC=C1)S(=O)(=O)N 4-bromopyridine-2-sulfonamide